1-{[3-({[(2,4-dihydroxyphenyl)methyl]amino}methyl)-2-fluorophenyl]sulfamoyl}pyrrolidine-3-carboxamide OC1=C(C=CC(=C1)O)CNCC=1C(=C(C=CC1)NS(=O)(=O)N1CC(CC1)C(=O)N)F